1-(4-methylbenzoyl)-4-phenylpiperazine-2,5-dione CC1=CC=C(C(=O)N2C(CN(C(C2)=O)C2=CC=CC=C2)=O)C=C1